(R)-3-(3-chloro-4-(1-(3-(1-(((R)-1-(3-(difluoromethyl)-2-fluorophenyl)ethyl)-amino)-4-methylpyrido[3,4-d]pyridazin-7-yl)benzyl)piperidin-4-yl)phenyl)-3-methylpiperidine ClC=1C=C(C=CC1C1CCN(CC1)CC1=CC(=CC=C1)C1=CC=2C(=C(N=NC2N[C@H](C)C2=C(C(=CC=C2)C(F)F)F)C)C=N1)[C@@]1(CNCCC1)C